3-methyl-3,4,5,6-tetrahydro-2(1H)-pyrimidinone CN1C(NCCC1)=O